C(C)(=O)C=1C(=NC(=CC1)C=1C=NN2C1C=CC(=C2)N2CCN(CC2)C2COC2)N2N=C(C=C2C)C#N 1-[3-acetyl-6-[6-[4-(oxetan-3-yl)piperazin-1-yl]pyrazolo[1,5-a]pyridin-3-yl]pyridin-2-yl]-5-methylpyrazole-3-carbonitrile